(12aR)-9-bromo-10-fluoro-8-[(pyridin-4-yl)methoxy]-3,4,12,12a-tetrahydro-6H-pyrazino[2,1-c][1,4]benzooxazepin-2(1H)-carboxylic acid tert-butyl ester C(C)(C)(C)OC(=O)N1C[C@@H]2COC3=C(CN2CC1)C=C(C(=C3F)Br)OCC3=CC=NC=C3